ClC=1NC2=CC=C(C=C2C1C=O)Cl 2,5-DICHLORO-1H-INDOLE-3-CARBALDEHYDE